CC(C)(C1=CC=C(C=C1)OC1=CC=C(N)C=C1)C1=CC=C(C=C1)OC1=CC=C(N)C=C1 4,4'-[(1-methylethylidene)bis(4,1-phenyleneoxy)]bis[aniline]